2,5-di(t-octyldithio)-1,3,4-thiadiazole C(C)(C)(CC(C)(C)C)SSC=1SC(=NN1)SSC(C)(C)CC(C)(C)C